C(C)(C)(C)OC(=O)N1CCN(CCC1)C1=C(C=C(C(=C1)C(F)(F)F)Cl)C(NC1=CC(=NC=C1)SC)=O 4-(4-chloro-2-((2-(methylthio)pyridin-4-yl)carbamoyl)-5-(trifluoromethyl)phenyl)-1,4-diazepane-1-carboxylic acid tert-butyl ester